1-(4-(5-(7-methoxy-1H-pyrazolo[3,4-c]pyridin-4-yl)pyridin-3-yl)phenyl)pyrrolidin-2-one COC=1N=CC(=C2C1NN=C2)C=2C=C(C=NC2)C2=CC=C(C=C2)N2C(CCC2)=O